benzyl N-[2,2-difluoro-3-[3-[6-(hydroxymethyl)pyrazin-2-yl]-1-tetrahydropyran-2-yl-indazol-5-yl]oxy-propyl]carbamate FC(CNC(OCC1=CC=CC=C1)=O)(COC=1C=C2C(=NN(C2=CC1)C1OCCCC1)C1=NC(=CN=C1)CO)F